C(C1=CC=CC=C1)N1CCCN(CCCN(CCC1)CC=1C(=C(C(=O)NC(CO)O)C=C(C1)C)O)CC=1C(=C(C(=O)NC(CO)O)C=C(C1)C)O 3'-[(9-benzyl-1,5,9-triazacyclododecane-1,5-diyl)bis(methylene)]bis[N-(1,2-dihydroxyethyl)-2-hydroxy-5-methylbenzamide]